(R)-4-Benzyl-3-((S)-2-((benzyloxy)methyl)pent-4-enoyl)oxazolidin-2-one C(C1=CC=CC=C1)[C@H]1N(C(OC1)=O)C([C@@H](CC=C)COCC1=CC=CC=C1)=O